COC(=O)C=1C=CC2=C(N(C(=N2)CC2=C(C=C(C(=C2)F)Br)F)CC2(CC2)CC#N)C1 2-(4-bromo-2,5-difluorobenzyl)-1-((1-(cyanomethyl)cyclopropyl)methyl)-1H-benzo[d]Imidazole-6-carboxylic acid methyl ester